2-methyl-2-[(dodecylsulfonylthiocarbonyl)sulfonyl]propanoic acid CC(C(=O)O)(C)S(=O)(=O)C(=S)S(=O)(=O)CCCCCCCCCCCC